1-methyl-7-(methylthio)-1H-indazole-3-carbonitrile CN1N=C(C2=CC=CC(=C12)SC)C#N